C1(=CC=CC=C1)N[C@@H](C)C(=O)[O-] (phenyl)-L-alaninate